7-methyl-3-(piperidin-4-yl)-1-((3-(trifluoromethyl)pyridin-2-yl)methyl)-1,5-naphthyridin-2(1H)-one CC1=CN=C2C=C(C(N(C2=C1)CC1=NC=CC=C1C(F)(F)F)=O)C1CCNCC1